F[P-](F)(F)(F)(F)F.C[NH2+]C N-methyl-methanaminium hexafluorophosphate